Cl.COC(=O)[C@H]1CNCC1 (R)-pyrrolidine-3-carboxylic acid methyl ester HCl